O1C=COC=2C1=CC=1C=CC(NC1C2)=O [1,4]dioxino[2,3-g]quinolin-7(6H)-one